METHYL[1,2,4]TRIAZOLO[1,5-A]PYRIMIDINE CC1=NN2C(N=CC=C2)=N1